BrC=1C=C(C=CC1F)N1C(=NOC1=O)C1=NON=C1NCCCN1N=C(C=CC1=O)C 4-(3-bromo-4-fluorophenyl)-3-(4-((3-(3-methyl-6-oxopyridazin-1(6H)-yl)propyl)amino)-1,2,5-oxadiazol-3-yl)-1,2,4-oxadiazol-5(4H)-one